5-[4-[(7-ethyl-6-oxo-5H-1,5-naphthyridin-3-yl)methyl]Piperazin-1-yl]-N-methyl-pyridine-2-carboxamide C(C)C=1C(NC=2C=C(C=NC2C1)CN1CCN(CC1)C=1C=CC(=NC1)C(=O)NC)=O